Benzyl (((3S,3aR,6S,6aR)-6-((methylamino)methyl)hexahydrofuro[3,2-b]furan-3-yl)methyl)carbamate CNC[C@H]1CO[C@H]2[C@@H]1OC[C@@H]2CNC(OCC2=CC=CC=C2)=O